(-)-leucinol N[C@@H](CC(C)C)CO